(2R,3R,4R,5S)-2-(hydroxymethyl)-1-{[6-({[3-methyl-5-(1H-pyrrol-2-yl)phenyl]amino}methyl)pyridin-2-yl]methyl}piperidine-3,4,5-triol OC[C@H]1N(C[C@@H]([C@H]([C@@H]1O)O)O)CC1=NC(=CC=C1)CNC1=CC(=CC(=C1)C=1NC=CC1)C